C(C)(C)(C)OC(NC=1C=NC(=CC1)C=1N=NN(C1NC(=O)O[C@H](CF)C1=CC=CC=C1)C)=O (S)-(6-(5-(((2-fluoro-1-phenylethoxy)carbonyl)amino)-1-methyl-1H-1,2,3-triazole-4-yl)pyridin-3-yl)carbamic acid tert-butyl ester